NN=CN(CC(=O)O)C N-(aminoiminomethyl)-N-methylglycine